FC1(C(C1)NC1CCC(CC1)NC1=C(C=C(C=C1)S(=O)(=O)NC(C1=C(C=CC=C1)OC=1C=C2C(=NC1)NC=C2)=O)[N+](=O)[O-])F N-{[4-({4-[(2,2-difluorocyclopropyl)amino]cyclohexyl}amino)-3-nitrophenyl]sulfonyl}-2-(1H-pyrrolo[2,3-b]pyridin-5-yloxy)benzamide